ClC1=CC=C(C=N1)B(O)O 6-chloropyridin-3-ylboronic acid